(R)-1-(1-(5-(2-(1-cyanocyclopropyl)-4-fluorophenyl)pyridin-2-yl)-2-hydroxy-ethyl)-3-(2-ethynyl-thiazol-4-yl)urea C(#N)C1(CC1)C1=C(C=CC(=C1)F)C=1C=CC(=NC1)[C@H](CO)NC(=O)NC=1N=C(SC1)C#C